NC=1N=NC(=CC1N1C[C@H](CCC1)C1=C(C=C(C(=O)OCC)C=C1)C(F)(F)F)Cl |r| rac-Ethyl 4-(1-(3-amino-6-chloropyridazin-4-yl)piperidin-3-yl)-3-(trifluoromethyl)benzoate